(S)-(4-(4-amino-6-(6-ethynyl-4-methylpyridin-3-yl)-7-methyl-7H-pyrrolo[2,3-d]pyrimidin-5-yl)cyclohex-3-en-1-yl)(pyrrolidin-1-yl)methanone NC=1C2=C(N=CN1)N(C(=C2C2=CC[C@H](CC2)C(=O)N2CCCC2)C=2C=NC(=CC2C)C#C)C